C(C)(C)(C)OC(=O)N1C(OC[C@H]1COCCCCCCCCCCCCCCCCCC)(C)C (R)-2,2-dimethyl-4-((octadecyloxy)methyl)oxazolidine-3-carboxylic acid tert-butyl ester